COC1=CC=C(C=C1)C=1N2C(SC1)=NC(=C2)C2=CC=C(C=C2)C(=O)N2CCOCC2 (4-(3-(4-methoxyphenyl)imidazo[2,1-b]thiazol-6-yl)phenyl)(morpholino)methanone